FC1(CN(C1)C(=O)C=1C=C2N(C3=CC=C(C=C3N=C2NCC2=CC=C(C=C2)OC)C2=CC=NN2C2OCCCC2)C1)F (3,3-Difluoroazetidin-1-yl)(4-((4-methoxybenzyl)amino)-7-(1-(tetrahydro-2H-pyran-2-yl)-1H-pyrazol-5-yl)pyrrolo[1,2-a]quinoxalin-2-yl)methanone